1-methyl-5-(3-methylmorpholino)-3-(1H-pyrazol-5-yl)-1H-pyrazolo[4,3-b]pyridin CN1N=C(C2=NC(=CC=C21)N2C(COCC2)C)C2=CC=NN2